O1C(OCC1)C1=C(OC=2C=C(N(N2)C)C(=O)OC)C=CC=C1OCC1=CC=C(C=C1)OC methyl 5-[2-(1,3-dioxolan-2-yl)-3-[(4-methoxyphenyl)methoxy] phenoxy]-2-methylpyrazole-3-carboxylate